(3R)-3-((1H-pyrazol-1-yl)methyl)-7-((2S,5R)-4-acryloyl-2,5-dimethyl-piperazin-1-yl)-9-chloro-10-(2,4-di-fluorophenyl)-2H-[1,4]oxazino[2,3,4-ij]-quinazolin-5(3H)-one N1(N=CC=C1)C[C@@H]1COC=2C(=C(C=C3C(=NC(N1C23)=O)N2[C@H](CN([C@@H](C2)C)C(C=C)=O)C)Cl)C2=C(C=C(C=C2)F)F